[C-]#N.C(CC)[NH+]1CCC(CC1)C 1-Propyl-4-Methylpiperidinium cyanid